The molecule is a ureidocarboxylic acid. It has a role as a Saccharomyces cerevisiae metabolite. It derives from a glycolic acid. C(C(=O)O)(NC(=O)N)O